6',7'-Dimethoxy-2-methyl-1H,4'H-spiro[isoquinoline-4,1'-naphthalene]-1,3,4'(2H)-trione COC=1C=C2C(C=CC3(C2=CC1OC)C(N(C(C1=CC=CC=C13)=O)C)=O)=O